COC(=O)C1=C(C=NN1C)B1OC(CO1)(C)C.N(=C=O)CC1(CCCCC1)CN=C=O bis(isocyanatomethyl)Cyclohexane methyl-4-(5,5-dimethyl-1,3,2-dioxaborolan-2-yl)-1-methyl-1H-pyrazole-5-carboxylate